2-amino-3-sulfanylpropionic acid NC(C(=O)O)CS